4-[(3S,4R)-3-amino-4-fluoropiperidin-1-yl]-6-[4-(morpholin-4-ylmethyl)phenyl]pyrido[3,2-d]pyrimidine-8-carboxamide N[C@H]1CN(CC[C@H]1F)C=1C2=C(N=CN1)C(=CC(=N2)C2=CC=C(C=C2)CN2CCOCC2)C(=O)N